NC1=NC=2C=CC(=CC2C2=C1[C@H](OC2)C)C(=O)N(CC2=NC=C(N=C2)C(F)(F)F)CC (3R)-4-amino-N-ethyl-3-methyl-N-((5-(trifluoromethyl)-2-pyrazinyl)methyl)-1,3-dihydrofuro[3,4-c]quinoline-8-carboxamide